N-((1-benzyl-1H-1,2,3-triazol-4-yl)methyl)-2-bromo-4,5-dimethoxybenzenesulfonamide C(C1=CC=CC=C1)N1N=NC(=C1)CNS(=O)(=O)C1=C(C=C(C(=C1)OC)OC)Br